1-(4-bromobenzyl)-2-(4-(4-methoxyphenyl)-6-(3-nitrophenyl)pyrimidin-2-yl)guanidine hydrochloride Cl.BrC1=CC=C(CNC(=NC2=NC(=CC(=N2)C2=CC=C(C=C2)OC)C2=CC(=CC=C2)[N+](=O)[O-])N)C=C1